fluoro-N-(3-fluoro-4-(4-dimethylaminopiperidin-1-yl)phenyl)-4-(1-isopropyl-1H-pyrazol-4-yl)pyrimidin-2-amine FC=1C(=NC(=NC1)NC1=CC(=C(C=C1)N1CCC(CC1)N(C)C)F)C=1C=NN(C1)C(C)C